(6-chloro-1H-benzo[d]imidazol-2-yl)methylamine hydrochloride Cl.ClC=1C=CC2=C(NC(=N2)CN)C1